(2-(3-fluoro-5-morpholinophenylamino)-5-methylpyrimidin-4-ylamino)benzo[d]oxazol-2(3H)-one FC=1C=C(C=C(C1)N1CCOCC1)NC1=NC=C(C(=N1)NN1C(OC2=C1C=CC=C2)=O)C